3-(4-amino-6-chloro-5-fluoropyridin-3-yl)propanol NC1=C(C=NC(=C1F)Cl)CCCO